[4-[2-(1H-indol-3-yl)-3H-imidazo[4,5-b]pyridin-7-yl]-1-piperidyl]-[4-(trifluoromethoxy)phenyl]methanone N1C=C(C2=CC=CC=C12)C1=NC=2C(=NC=CC2C2CCN(CC2)C(=O)C2=CC=C(C=C2)OC(F)(F)F)N1